bipyridinium bromide salt [Br-].[N+]1(=CC=CC=C1)[N+]1=CC=CC=C1.[Br-]